methyl (3S,6S,10aR)-6-((tert-butoxycarbonyl)amino)-8-hydroxy-5-oxodecahydropyrrolo[1,2-a]azocine-3-carboxylate C(C)(C)(C)OC(=O)N[C@H]1CC(CC[C@@H]2N(C1=O)[C@@H](CC2)C(=O)OC)O